((1R)-2-(benzofuran-3-yl)-1-(6-thiaspiro[2.5]octane-1-carboxamido)ethyl)boronic acid O1C=C(C2=C1C=CC=C2)C[C@H](NC(=O)C2CC21CCSCC1)B(O)O